{2-[bis(2-thienylmethyl)amino]-2-oxoethyl}methyl-carbamic acid tert-butyl ester C(C)(C)(C)OC(N(C)CC(=O)N(CC=1SC=CC1)CC=1SC=CC1)=O